C(C)(C)OC=1C(=CC(=C(C1)C1=CCN(CC1)C(=O)OC(C)(C)C)C)[N+](=O)[O-] tert-butyl 4-(5-isopropoxy-2-methyl-4-nitrophenyl)-5,6-dihydropyridine-1(2H)-carboxylate